O1C(=CC=C1)C=1C=CC(=C(C1)NC1=NC=NC2=CC(=C(C=C12)NC(C=C)=O)OCCCN1CCOCC1)OC N-(4-((5-(furan-2-yl)-2-methoxyphenyl)amino)-7-(3-morpholinopropoxy)quinazolin-6-yl)acrylamide